NC=1SC2=C(N1)C=CC(=C2)C2=NN(C(=C2)C2=CC(=CC=C2)C)CC2=CC=C(C(=O)NO)C=C2 4-{[3-(2-aminobenzo[d]thiazol-6-yl)-5-(3-methylphenyl)-1H-pyrazol-1-yl]methyl}-N-hydroxybenzamide